3-((3-((tert-Butoxycarbonyl)methylamino)-4-chlorobenzyl)amino)-4-methyl-1H-pyrrole-2-carboxylic acid ethyl ester C(C)OC(=O)C=1NC=C(C1NCC1=CC(=C(C=C1)Cl)NCC(=O)OC(C)(C)C)C